C(=C)C1=CC=C2C=3C=CC=C(C3C=CC2=C1)C(=O)O 7-vinyl-1-phenanthrenecarboxylic acid